N'-(4-morpholino-6-(3-phenyl-1H-pyrazol-1-yl)-1,3,5-triazin-2-yl)isonicotinohydrazide O1CCN(CC1)C1=NC(=NC(=N1)N1N=C(C=C1)C1=CC=CC=C1)NNC(C1=CC=NC=C1)=O